ClC=1C(=C(C=CC1)NC1=C(NC2=C1C(NCC21CN(C1)C(=O)OC)=O)C1=C(C=NC=C1)F)OC methyl 3'-[(3-chloro-2-methoxyphenyl)amino]-2'-(3-fluoropyridin-4-yl)-4'-oxo-5',6'-dihydro-1'H-spiro[azetidine-3,7'-pyrrolo[3,2-c]pyridine]-1-carboxylate